tert-butyl (2R,6S)-4-[2-ethyl-6-fluoro-7-({8-fluoro-2-methylimidazo[1,2-a]pyridin-6-yl}carbamoyl)indazol-4-yl]-2,6-dimethylpiperazine-1-carboxylate C(C)N1N=C2C(=C(C=C(C2=C1)N1C[C@H](N([C@H](C1)C)C(=O)OC(C)(C)C)C)F)C(NC=1C=C(C=2N(C1)C=C(N2)C)F)=O